BrC1=C(C(=C(OCCOC2=C(C(=C(C=C2)Br)Br)Br)C=C1)Br)Br 1,2-Bis(tri-bromophenoxy)ethan